C(N(CC(=O)[O-])CC(=O)O)CN(CC(=O)[O-])CC(=O)[O-].[Na+].[Na+].[Na+] trisodium edetate